5-hydroxyl-1,3-Dimethyl-6-nitro-1,3-dihydro-2H-benzo[d]imidazol-2-one OC1=CC2=C(N(C(N2C)=O)C)C=C1[N+](=O)[O-]